Cl.NC1=CC=CC=C1 aniline hydrogen chloride salt